FC1=C(CNC(C2=C(N=CC(=C2)F)OC)=O)C=CC(=C1)F N-(2,4-difluorobenzyl)-5-fluoro-2-methoxynicotinamide